C1C2N(CCN1C=1N=CC3=C(N1)C=CN=C3)CCC2 (hexahydropyrrolo[1,2-a]pyrazin-2(1H)-yl)pyrido[4,3-d]pyrimidin